C1(CC1)C(CNC1=C(C=C2C=CN(C(C2=C1)=O)C1=NC(=CC=C1)C1=NN=CN1C(C)C)OC)=O 7-((2-cyclopropyl-2-oxoethyl)amino)-2-(6-(4-isopropyl-4H-1,2,4-triazol-3-yl)pyridin-2-yl)-6-methoxyisoquinolin-1(2H)-one